ClC1=CC(=C(N=N1)OC)C1=CC(=NC=C1C(=O)NC=1SC2=C(N1)CN(C2)C(=O)C2=NC=C(N=C2)C(F)(F)F)C 4-(6-Chloro-3-methoxypyridazin-4-yl)-6-methyl-N-(5-(5-(trifluoromethyl)pyrazine-2-carbonyl)-5,6-dihydro-4H-pyrrolo[3,4-d]thiazol-2-yl)nicotinamide